C(C1=CC=CC=C1)C=1NC(=NN1)C(=O)NC1C(N(C=2N(CCC1)C=NC2)C)=O 5-benzyl-N-(1-methyl-2-oxo-1,2,3,4,5,6-hexahydroimidazo[1,5-a][1,3]diazocine-3-yl)-4H-1,2,4-triazole-3-carboxamide